N,N-bisaminopropyl-pentylamine NCCCN(CCCN)CCCCC